N-((2,4-diisopropyl-6-(trifluoromethyl)pyridin-3-yl)carbamoyl)-6,7-dihydro-5H-pyrazolo[5,1-b][1,3]oxazine-3-sulfonamide C(C)(C)C1=NC(=CC(=C1NC(=O)NS(=O)(=O)C=1C=NN2C1OCCC2)C(C)C)C(F)(F)F